5,5',5''-(4-(3,5-dimethylphenyl)-5-(3,6-diphenyl-9H-carbazol-9-yl)pyridine-2,3,6-triyl)tris(5H-pyrido[4,3-b]indole) CC=1C=C(C=C(C1)C)C1=C(C(=NC(=C1N1C2=CC=C(C=C2C=2C=C(C=CC12)C1=CC=CC=C1)C1=CC=CC=C1)N1C2=C(C=3C=CC=CC13)C=NC=C2)N2C1=C(C=3C=CC=CC23)C=NC=C1)N1C2=C(C=3C=CC=CC13)C=NC=C2